C(C)C1=C(N=C2N1C=C(C(=C2)OC)C2=NN=NN2)C(O)(C2=CC=CC=C2)C2=NN(C=C2)C [3-Ethyl-7-methoxy-6-(1H-tetrazol-5-yl)-imidazo[1,2-a]pyridin-2-yl]-(1-methyl-1H-pyrazol-3-yl)-phenyl-methanol